C(C)OC(CCC(=O)C1=NC2=CC(=CC=C2C(=C1O)C#N)C1=CC=C(C=C1)C)=O 4-(4-Cyano-3-hydroxy-7-p-tolyl-quinolin-2-yl)-4-oxo-butyric acid ethyl ester